(R)-N-(5-cyano-4-(3-methoxypyrrolidin-1-yl)pyridin-2-yl)-7-formyl-6-((2-carbonyl-1,3-oxazepin-3-yl)methyl)-3,4-dihydro-1,8-naphthyridine-1(2H)-carboxamide C(#N)C=1C(=CC(=NC1)NC(=O)N1CCCC2=CC(=C(N=C12)C=O)CN1C(OC=CC=C1)=C=O)N1C[C@@H](CC1)OC